ClC=1C=C(C=C(C1CC1=C(C=C(C=C1C)C(NC1CC1)=O)C)Cl)NC(C(=O)O)=O 2-((3,5-dichloro-4-(4-(cyclopropylcarbamoyl)-2,6-dimethylbenzyl)phenyl)amino)-2-oxoacetic acid